magnesium 12-hydroxystearic acid OC(CCCCCCCCCCC(=O)O)CCCCCC.[Mg]